N-(3-(methylsulfonamido)phenyl)-2-(piperidin-1-yl)thiazole-4-carboxamide CS(=O)(=O)NC=1C=C(C=CC1)NC(=O)C=1N=C(SC1)N1CCCCC1